tert-butyl (2R,5S)-5-methyl-2-[3-[(1-methyl-4-piperidyl)methoxy]phenyl]piperidine-1-carboxylate C[C@H]1CC[C@@H](N(C1)C(=O)OC(C)(C)C)C1=CC(=CC=C1)OCC1CCN(CC1)C